N-[[4-[6-[4-[4-(4-aminophenyl)butyl]phenyl]pyrrolo[2,1-f][1,2,4]triazin-4-yl]-2-methyl-phenyl]methyl]-5-tert-butyl-1,2,4-oxadiazole-3-carboxamide TFA salt OC(=O)C(F)(F)F.NC1=CC=C(C=C1)CCCCC1=CC=C(C=C1)C=1C=C2C(=NC=NN2C1)C1=CC(=C(C=C1)CNC(=O)C1=NOC(=N1)C(C)(C)C)C